ClC=1C=CC2=C(N=C(O2)N2CC3(C2)CC(C3)NC(C(C)(C)O)=O)C1 N-[2-(5-chloro-1,3-benzoxazol-2-yl)-2-azaspiro[3.3]heptan-6-yl]-2-hydroxy-2-methyl-propanamide